FC1(CC(C1)O)C=1SC(=C(N1)C(F)(F)F)C1=NC(=NC=C1F)NC1CCN(CC1)S(=O)(=O)C 3-fluoro-3-[5-[5-fluoro-2-[(1-methylsulfonyl-4-piperidyl)amino]pyrimidin-4-yl]-4-(trifluoromethyl)thiazol-2-yl]cyclobutanol